Selanate [SeH](=O)[O-]